[Zr].[Nb].[Ti].NC1=NC=2C=NC(=CC2C2=C1[C@@H](OC2)C)C(=O)N2[C@@H](COC[C@@H]2C)C2=C(C=C(C=C2)OC(F)(F)F)F ((3S)-4-amino-3-methyl-1,3-dihydrofuro[3,4-c][1,7]naphthyridin-8-yl)((3R,5S)-3-(2-fluoro-4-(trifluoromethoxy)phenyl)-5-methyl-4-morpholinyl)methanone titanium-niobium-zirconium